N-(2,6-Dichloro-4-fluorophenyl)-5-fluoro-4-(3-oxo-6,7-dihydro-3H,5H-[1,2,4]triazolo[3,4-c][1,4]-oxazepin-2(9H)-yl)-2-{[(2S)-1,1,1-trifluoropropan-2-yl]oxy}benzamid ClC1=C(C(=CC(=C1)F)Cl)NC(C1=C(C=C(C(=C1)F)N1N=C2COCCCN2C1=O)O[C@H](C(F)(F)F)C)=O